(S)-(4-(benzo[d]oxazol-2-yl)-6,7-dihydro-1H-imidazo[4,5-c]pyridin-5(4H)-yl)(1-isopropyl-1H-pyrazol-5-yl)methanone O1C(=NC2=C1C=CC=C2)[C@H]2N(CCC1=C2N=CN1)C(=O)C1=CC=NN1C(C)C